NC(C(F)(F)F)C=1C=C(C=NC1OC)C1CN(CCC1(F)F)[C@H](C(=O)NC=1N=C2N(C1)[C@H](CC2)C2=CC(=CC(=C2)F)F)C (2S)-2-(3-(5-(1-amino-2,2,2-trifluoroethyl)-6-methoxypyridin-3-yl)-4,4-difluoropiperidin-1-yl)-N-((R)-5-(3,5-difluorophenyl)-6,7-dihydro-5H-pyrrolo[1,2-a]imidazol-2-yl)propanamide